(Z)-N-(bis(2,6-dimethoxyphenyl)phosphino)-3,6-di-tert-butyl-9H-carbazole COC1=C(C(=CC=C1)OC)P(N1C2=CC=C(C=C2C=2C=C(C=CC12)C(C)(C)C)C(C)(C)C)C1=C(C=CC=C1OC)OC